acetoxy-acetic acid, methyl ester C(C)(=O)OCC(=O)OC